ClC1=CC=C(C=C1)C(/C=C/C1=CC=C(OC2C(C(C3OC(OCC3O2)C2=CC=CC=C2)O)NC(C)=O)C=C1)=O N-[6-[4-[(E)-3-(4-Chlorophenyl)-3-oxoprop-1-enyl]phenoxy]-8-hydroxy-2-phenyl-4,4a,6,7,8,8a-hexahydropyrano[3,2-d][1,3]dioxin-7-yl]acetamide